2-(5,6,7,8-tetrahydro-5,5,8,8-tetramethyl-2-naphthalenyl)-3-phenylpropenyl-benzoic acid CC1(C=2C=CC(=CC2C(CC1)(C)C)C(=CC1=C(C(=O)O)C=CC=C1)CC1=CC=CC=C1)C